2-[2-hydroxy-4-(2-hydroxy-3-butoxypropoxy)-phenyl]-triazine OC1=C(C=CC(=C1)OCC(COCCCC)O)N1NC=CC=N1